C(OC(C)C)(OOOOC(OC(C)C)=O)=O di-i-propyl peroxy dicarbonate